NC=1NC(C=2N(C(N(C2N1)[C@@H]1O[C@@H](C[C@H]1O)[C@H](CF)O)=O)CCC)=O 2-amino-9-((2r,3r,5s)-5-((R)-2-fluoro-1-hydroxyethyl)-3-hydroxytetrahydrofuran-2-yl)-7-propyl-7,9-dihydro-1H-purine-6,8-dione